C(CCC)[C@H]1N(S(C2=C(N(C1)C1CCN(CC1)C)C=C(C(=C2)O\C=C(\C(=O)O)/F)SC)(=O)=O)C (R,Z)-3-((3-butyl-2-methyl-5-(1-methylpiperidin-4-yl)-7-(methylthio)-1,1-dioxido-2,3,4,5-tetrahydrobenzo[f][1,2,5]thiadiazepin-8-yl)oxy)-2-fluoroacrylic acid